ClC1=NC(=NC=C1NC(=O)NC=1C=NC(=CC1)F)C 1-(4-chloro-2-methyl-pyrimidin-5-yl)-3-(6-fluoro-3-pyridyl)urea